(E)-1-chloro-4-(2-(phenylsulfonyl)vinyl)benzene ClC1=CC=C(C=C1)\C=C\S(=O)(=O)C1=CC=CC=C1